CN(C(C#N)C1=CSC=C1)C 2-(dimethylamino)-2-(thien-3-yl)acetonitrile